5-methyl-2-(2-(3-(2-methyl-1H-imidazol-1-yl)phenoxy)ethoxy)benzonitrile CC=1C=CC(=C(C#N)C1)OCCOC1=CC(=CC=C1)N1C(=NC=C1)C